C(C1=CC=CC=C1)OC(=O)NS(=O)(=O)N1C(=C(C=C1)C1=CC=C(C=C1)C(NCCCO)=O)C(=O)OCC1=CC=CC=C1 benzyl 1-(benzyloxycarbonylsulfamoyl)-3-[4-(3-hydroxypropylcarbamoyl)phenyl]pyrrole-2-carboxylate